CC=1C(C2=C(CCN(CC2)CCCN(C(OC(C)(C)C)=O)C)C(C1C)=O)=O tert-butyl (3-(7,8-dimethyl-6,9-dioxo-1,2,4,5,6,9-hexahydro-3H-benzo[d]azepin-3-yl)propyl)(methyl)carbamate